BrC=1C=CN2C(N(CCC21)CC2=CC=C(C=C2)OC)=O 5-Bromo-2-(4-methoxybenzyl)-3,4-dihydropyrrolo[1,2-c]pyrimidin-1(2H)-one